FC1=CC=C(C=C1)CS(=O)(=O)NC1=NC=C(C=C1)N1C(N(C2=NC(=NC=C2C1)N[C@@H]1CNC[C@H](C1)F)C(C)C)=O 1-(4-fluorophenyl)-N-(5-(7-(((3S,5S)-5-fluoropiperidin-3-yl)amino)-1-isopropyl-2-oxo-1,4-dihydropyrimido[4,5-d]pyrimidin-3(2H)-yl)pyridin-2-yl)methanesulfonamide